((3S,4S)-4-amino-3-methyl-2-oxa-8-azaspiro[4.5]decan-8-yl)-5-methyl-1-(tetrahydro-2H-pyran-2-yl)-1,5-dihydro-4H-pyrazolo[3,4-d]pyrimidin-4-one N[C@@H]1[C@@H](OCC12CCN(CC2)C2=NN(C=1N=CN(C(C12)=O)C)C1OCCCC1)C